[2-(6-{3,4-difluoro-2-[2-(1,3,5-trimethyl-1H-pyrazol-4-yl)ethoxy]phenyl}imidazo[1,2-a]pyridin-3-yl)ethyl](methyl)amine FC=1C(=C(C=CC1F)C=1C=CC=2N(C1)C(=CN2)CCNC)OCCC=2C(=NN(C2C)C)C